1H-indazole-7-carboxylic acid lithium salt [Li+].N1N=CC2=CC=CC(=C12)C(=O)[O-]